CO\N=C(/C1=C(C=CC=C1)O)\C1=NOCCO1 (E)-(5,6-DIHYDRO-1,4,2-DIOXAZINE-3-YL)(2-HYDROXYPHENYL)METHANONE O-METHYL OXIME